N-(4-methoxyphenylthio)succinimide COC1=CC=C(C=C1)SN1C(CCC1=O)=O